ClC1=C2C(=NC(=C1)C#N)C=CN2 7-chloro-1H-pyrrolo[3,2-b]pyridine-5-carbonitrile